2-((1r,2s)-1-(2-chloro-4,5-difluorophenyl)-1-(1-ethyl-1H-pyrazol-4-yl)propan-2-yl)-5-hydroxy-N-(isoxazol-4-yl)-1-methyl-6-oxo-1,6-dihydropyrimidine-4-carboxamide ClC1=C(C=C(C(=C1)F)F)[C@H]([C@H](C)C=1N(C(C(=C(N1)C(=O)NC=1C=NOC1)O)=O)C)C=1C=NN(C1)CC